O=C1C=C(N=CN1CC1=C(C=CC=C1)C(F)(F)F)C(=O)N 6-oxo-1-(2-(trifluoromethyl)benzyl)-1,6-dihydropyrimidine-4-carboxamide